tert-butyl N-(cyclopropylmethyl)-N-[4-[4-[[3-(difluoromethyl)-1-(4-formylcyclohexyl)pyrazol-4-yl]carbamoyl]oxazol-2-yl]-2-pyridyl]carbamate C1(CC1)CN(C(OC(C)(C)C)=O)C1=NC=CC(=C1)C=1OC=C(N1)C(NC=1C(=NN(C1)C1CCC(CC1)C=O)C(F)F)=O